2-[3,5-di(tert-butyl)-4-hydroxybenzyl]isoindoline-1,3-dione C(C)(C)(C)C=1C=C(CN2C(C3=CC=CC=C3C2=O)=O)C=C(C1O)C(C)(C)C